anti-methyl 2-(5-(4-(trifluoromethyl)phenyl)piperidin-3-yl)acetate FC(C1=CC=C(C=C1)C1CC(CNC1)CC(=O)OC)(F)F